6-(difluoromethyl)-3H-imidazo[4,5-c]Pyridine FC(C1=CC2=C(C=N1)NC=N2)F